[Na+].[Na+].[Na+].[Na+].[Cu+2] copper(II) tetrasodium